3-(2,6-dichlorophenyl)-5-isopropylisoxazol ClC1=C(C(=CC=C1)Cl)C1=NOC(=C1)C(C)C